4-Chloro-5-methoxypyridazine ClC1=CN=NC=C1OC